C(C1=CC=CC=C1)OC1=NC(=CC=C1C1=CC(=C(C=C1)N1CCN(CCC1)C1=C(C=C(C=C1)B1OC(C(O1)(C)C)(C)C)F)F)OCC1=CC=CC=C1 1-[4-(2,6-Dibenzyloxy-3-pyridyl)-2-fluoro-phenyl]-4-[2-fluoro-4-(4,4,5,5-tetramethyl-1,3,2-dioxaborolan-2-yl)phenyl]-1,4-diazepane